2-(6-(methyl(2,2,6,6-tetramethylpiperidin-4-yl)amino)pyridazin-3-yl)phenol CN(C1=CC=C(N=N1)C1=C(C=CC=C1)O)C1CC(NC(C1)(C)C)(C)C